C(C=C)(=O)N[C@@H]1[C@@H](CCCC1)NC(=O)C=1SC=2N=CC=C3N(C(NC1C23)=O)C=2C=NC(=CC2)OC2=CC=CC=C2 N-((1R,2S)-2-acrylamidocyclohexyl)-4-oxo-5-(6-phenoxypyridin-3-yl)-4,5-dihydro-3H-1-thia-3,5,8-triazaacenaphthylene-2-carboxamide